3-((tert-Butoxycarbonyl)amino)-4-(methyl-d3)benzoic acid C(C)(C)(C)OC(=O)NC=1C=C(C(=O)O)C=CC1C([2H])([2H])[2H]